O=C1NC(CCC1C1=C(C=C(CNC=2C=CC=C3CN(C(C23)=O)C(C(=O)NC=2SC=CN2)C2=C(C=CC(=C2)F)O)C=C1)F)=O 2-(7-((4-(2,6-dioxopiperidin-3-yl)-3-fluorobenzyl)amino)-1-oxoisoindolin-2-yl)-2-(5-fluoro-2-hydroxyphenyl)-N-(thiazol-2-yl)acetamide